(dodecylthio)-1-(2,6,6-trimethylcyclohex-2-en-1-yl)-1-butanone C(CCCCCCCCCCC)SC(C(=O)C1C(=CCCC1(C)C)C)CC